ClC1=C(C=2C=NNC2C=C1)C(=O)O 5-chloro-1H-indazole-4-carboxylic acid